NCCOCCNC(\C=C\C1=CC=C(C=C1)F)=O (E)-N-(2-(2-aminoethoxy)ethyl)-3-(4-fluorophenyl)acrylamide